ClC=1C=NC=CC1N1CCN(CC1)CC=1C=C2C(N(C(C2=CC1)=O)N1C(NC(CC1)=O)=O)=O 5-((4-(3-chloropyridin-4-yl)piperazin-1-yl)methyl)-2-(2,4-dioxotetrahydropyrimidin-1(2H)-yl)isoindoline-1,3-dione